O=C1NC(CC[C@@H]1NC(CC1=CC=CC=C1)=O)=O (S)-N-(2,6-dioxo-3-piperidyl)phenylacetamide